ClC1=CC=C(C=C1)C1=C(C=CC=C1)CN1CCC(CC1)NC=1C=C2C=NC(C2=CC1)=O 5-((1-((4'-chloro-[1,1'-biphenyl]-2-yl)methyl)piperidin-4-yl)amino)-1-oxoisoindole